ClC1=NC(=C2C(=N1)N(N=C2)[C@H]2[C@@H]([C@@H]([C@H](O2)COC(CO)(CO)P(O)(O)=O)O)O)NCC2=CC=C(C=C2)Cl |r| rac-(2-(((2R,3S,4R,5R)-5-(6-chloro-4-((4-chlorobenzyl)amino)-1H-pyrazolo[3,4-d]pyrimidin-1-yl)-3,4-dihydroxytetrahydrofuran-2-yl)methoxy)-1,3-dihydroxypropan-2-yl)phosphonic acid